N(=O)C1=C(S(=O)(=O)O)C=CC(=C1)N nitrososulfanilic acid